(2S,5R)-5-(4-((1-(5-fluoro-2-(trifluoromethoxy)phenyl)-1H-tetrazol-5-yl)oxy)phenyl)pyrrolidine-2-carboxamide FC=1C=CC(=C(C1)N1N=NN=C1OC1=CC=C(C=C1)[C@H]1CC[C@H](N1)C(=O)N)OC(F)(F)F